CN(C(CN1N=CC(=C1)C1=CC=C(C=C1)C1=C2C(=CN=C1)SC(=C2)C(=O)N)C(=O)O)C 4-(4-(1-(2-(dimethylamino)-2-carboxyethyl)-1H-pyrazol-4-yl)phenyl)thieno[2,3-c]pyridine-2-carboxamide